1-(3,5-dichloropyridin-4-yl)ethanone ClC=1C=NC=C(C1C(C)=O)Cl